BrC=1C(=C(C=CC1)[C@@H](C)NC(OC(C)(C)C)=O)C Tert-butyl (R)-1-(3-bromo-2-methylphenyl)ethyl-carbamate